ClC=1C=C(NC2(CCC3([C@H](CC4=CC=CC=C34)C[C@H](COC3=CC=NC=4C[C@H](C[C@@H](C34)C)C)C)CC2)C(=O)O)C=CC1 (1r,2'S,4S)-4-(3-chloroanilino)-2'-[(2R)-3-{[(5S,7S)-5,7-dimethyl-5,6,7,8-tetrahydroquinolin-4-yl]oxy}-2-methylpropyl]-2',3'-dihydrospiro[cyclohexane-1,1'-indene]-4-carboxylic acid